C1(CC1)NC1=NC=2N(C(C(=NC2C=N1)C=1C=NN(C1)CC(C)(C)O)=O)C1=CC=C(C=C1)OC(F)F 2-(cyclopropylamino)-8-(4-(difluoromethoxy)phenyl)-6-(1-(2-hydroxy-2-methylpropyl)-1H-pyrazol-4-yl)pteridine-7(8H)-one